ethyl (E)-1-methyl-4-(phenyldiazenyl)-5-(tetrahydro-2H-pyran-4-yl)-1H-pyrazole-3-carboxylate CN1N=C(C(=C1C1CCOCC1)\N=N\C1=CC=CC=C1)C(=O)OCC